(2S,4S)-N-(3,4-Difluorophenyl)-N-ethyl-4-(((1S,2R)-2-hydroxy-cyclopentyl)amino)-1-(6-methyl-4-(trifluoromethyl)pyridin-2-yl)-pyrrolidine-2-carboxamide FC=1C=C(C=CC1F)N(C(=O)[C@H]1N(C[C@H](C1)N[C@@H]1[C@@H](CCC1)O)C1=NC(=CC(=C1)C(F)(F)F)C)CC